1,1'-(1,4-phenylene)bis(N-methyl-N-(piperidin-4-ylmethyl)methylamine) C1(=CC=C(C=C1)CN(C)CC1CCNCC1)CN(CC1CCNCC1)C